2-(6-((6-fluoroquinolin-4-yl)oxy)-2-azaspiro[3.3]hept-2-yl)propionic acid FC=1C=C2C(=CC=NC2=CC1)OC1CC2(CN(C2)C(C(=O)O)C)C1